sodium cepham S1CCCN2[C@H]1CC2=O.[Na]